(5-((2-aminoethyl)(ethyl)amino)pentyl)carbamic acid tert-butyl ester C(C)(C)(C)OC(NCCCCCN(CC)CCN)=O